2-Benzyl-4-(1,5-dimethyl-6-oxo-1,6-dihydro-pyridin-3-yl)-2H-pyrazole-3-carboxylic acid C(C1=CC=CC=C1)N1N=CC(=C1C(=O)O)C1=CN(C(C(=C1)C)=O)C